C(CCCCCCCCCC)[Na] 1-undecyl-sodium